C(C)(C)(C)OC(=O)N1CC(CC1)C(C1=C2C=CN(C2=C(C=C1OC)C)C(=O)OC(C)(C)C)O tert-butyl 4-((1-(tert-butoxycarbonyl)-pyrrolidin-3-yl)(hydroxy)methyl)-5-methoxy-7-methyl-1H-indole-1-carboxylate